tert-butyl N-but-3-enylcarbamate C(CC=C)NC(OC(C)(C)C)=O